[4-(cyclopropanecarbonyl)phenyl] formate C(=O)OC1=CC=C(C=C1)C(=O)C1CC1